C(C)OC1=CC=C(C=C1)C=1C=NOC1C1=CC=C(C2=CC=CC=C12)OC 4-(4-ethoxyphenyl)-5-(4-methoxynaphthalene-1-yl)isoxazole